ClC=1C=C(C(=NC1)C1CC(=NO1)N1C[C@H](CC1)NS(=O)(=O)CF)C1=C(C=CC=C1F)F N-[(3S)-1-{5-[5-chloro-3-(2,6-difluorophenyl)pyridin-2-yl]-4,5-dihydro-1,2-oxazol-3-yl}pyrrolidin-3-yl]-1-fluoromethanesulfonamide